2-oxo-5-phenyl-1,2-dihydropyridine-3-carboxamide O=C1NC=C(C=C1C(=O)N)C1=CC=CC=C1